CNC=1N=CC(=C2C=C(N=CC12)NC(=O)C1CC1)C#CC=1C=CC2=C(N=C(O2)C)C1 N-(8-(methylamino)-5-((2-methylbenzo[d]oxazol-5-yl)ethynyl)-2,7-naphthyridin-3-yl)cyclopropanecarboxamide